2-[(3S,4S)-4-amino-3-methyl-2-oxa-8-azaspiro[4.5]decan-8-yl]-5-(4-chloro-7-fluoro-2-methyl-2H-indazol-5-yl)-3-methyl-3H,4H,7H-pyrrolo[2,3-d]pyrimidin-4-one hydrochloride Cl.N[C@@H]1[C@@H](OCC12CCN(CC2)C=2N(C(C1=C(N2)NC=C1C1=C(C2=CN(N=C2C(=C1)F)C)Cl)=O)C)C